FC1=C(C=CC(=C1)B1OC(C(O1)(C)C)(C)C)N=S1(CCN(CC1)C)=O 1-((2-Fluoro-4-(4,4,5,5-tetramethyl-1,3,2-dioxaborolan-2-yl)phenyl)imino)-4-methyl-1λ6-thiomorpholine 1-oxide